FC1=CC(=C(C=C1)N1CN(C(C2=CC(=CC=C12)C(F)(F)F)=O)C=1C=NC=CC1C)C 1-(4-fluoro-2-methylphenyl)-3-(4-methylpyridin-3-yl)-6-(trifluoromethyl)-2,3-dihydro-quinazolin-4(1H)-one